6,6-Difluoro-9-methyl-3-(3-methylbutan-2-yl)-6a,7,8,10a-tetrahydrobenzo[c]chromen-1-ol FC1(OC=2C=C(C=C(C2C2C1CCC(=C2)C)O)C(C)C(C)C)F